2,2',2''-{10-[(2S)-6-(4-ethoxyphenyl)-1-methoxy-1-oxohexan-2-yl]-1,4,7,10-tetraaza-cyclododecane-1,4,7-triyl}triacetic acid C(C)OC1=CC=C(C=C1)CCCC[C@@H](C(=O)OC)N1CCN(CCN(CCN(CC1)CC(=O)O)CC(=O)O)CC(=O)O